4-((1R,5S)-3,8-diazabicyclo[3.2.1]octan-3-yl)-7-(8-ethynyl-7-fluoronaphthalen-1-yl)-8-fluoro-2-((2-methylenehexahydroindolizin-8a(1H)-yl)methoxy)pyrido[4,3-d]pyrimidine [C@H]12CN(C[C@H](CC1)N2)C=2C1=C(N=C(N2)OCC23CCCCN3CC(C2)=C)C(=C(N=C1)C1=CC=CC2=CC=C(C(=C12)C#C)F)F